C1(=CC=CC=C1)C[C@H](OC1OCCCC1)C=1C=C(CCOCC(=O)OC(C)(C)C)C=CC1 tert-Butyl 2-(3-((1S)-2-phenyl-1-((tetrahydro-2H-pyran-2-yl)oxy)ethyl)phenethoxy)acetate